N-dicarboxymethyl-2-aminopentane C(=O)(O)C(NC(C)CCC)C(=O)O